Cl.NC\C=C(\CN1C=NC2=C1C=C(C=C2C=2C=C(C=CC2F)CO)C(F)(F)F)/F (Z)-(3-(1-(4-amino-2-fluorobut-2-en-1-yl)-6-(trifluoromethyl)-1H-benzo[d]imidazole-4-yl)-4-fluorophenyl)methanol hydrochloride